C1(=CC=CC=C1)[C@@H](CC)N (R)-1-phenylpropan-1-amine